NC=1C=C2CCC(N(C2=CC1)CC1=CC(=CC=C1)OC)=O 6-amino-1-[(3-methoxyphenyl)methyl]-3,4-dihydroquinolin-2-one